[Pd].C1(=CC=CC=C1)P(C1=CC=CC=C1)C1=CC=CC=C1.C1(=CC=CC=C1)P(C1=CC=CC=C1)C1=CC=CC=C1.C1(=CC=CC=C1)P(C1=CC=CC=C1)C1=CC=CC=C1.C1(=CC=CC=C1)P(C1=CC=CC=C1)C1=CC=CC=C1 tetrakis(triphenylphosphorus) palladium(0)